C(C)(C)(C)OC(=O)NCC1=CC=C(COC=2C=CC(=C(C2)N[C@H](C(C)C)C(=O)OCC2=CC=CC=C2C2(NC=C(C(=N2)Cl)Br)Cl)C[C@@H](CO)NC(=O)OC)C=C1 2,4-dichloro-5-bromopyrimidinebenzyl (5-((4-(((tert-butoxycarbonyl)amino)methyl)benzyl)oxy)-2-((S)-3-hydroxy-2-((methoxycarbonyl)amino)propyl)phenyl)-D-valinate